(3S)-3-[(morpholin-4-yl)methyl]-1,2,3,4-tetrahydroisoquinoline N1(CCOCC1)C[C@H]1NCC2=CC=CC=C2C1